N-(4-(5-(4-propoxyphenyl)isoxazol-3-yl)phenyl)acetamide C(CC)OC1=CC=C(C=C1)C1=CC(=NO1)C1=CC=C(C=C1)NC(C)=O